1-Nonyl-1-ethylpiperidinium chlorid tert-butyl-2-((1-(4-(3-hydroxyazetidin-1-yl)-2-(isoindolin-2-yl)-6-methylquinazolin-8-yl)ethyl)amino)benzoate C(C)(C)(C)OC(C1=C(C=CC=C1)NC(C)C=1C=C(C=C2C(=NC(=NC12)N1CC2=CC=CC=C2C1)N1CC(C1)O)C)=O.[Cl-].C(CCCCCCCC)[N+]1(CCCCC1)CC